1-(1-sulfopropyl)-3-methylimidazole chloride salt [Cl-].S(=O)(=O)(O)C(CC)N1CN(C=C1)C